C(C)(=O)C1=CC=C(C=C1)C1=C(N2C([C@H]([C@H]2[C@H]1C)CCO)=O)C(=O)[O-] (4S,5R,6S)-3-(4-acetyl-phenyl)-6-((1'R)-hydroxy-ethyl)-4-methyl-7-oxo-1-azabicyclo[3.2.0]hept-2-ene-2-carboxylate